4,5-dichloro-7H-pyrrolo[2,3-d]pyrimidine ClC=1C2=C(N=CN1)NC=C2Cl